ClC1=CC(=C(C=C1)C1=NC(=NC2=NC(=CN=C12)C)[C@H]1C[C@H](OCC1)C=1C=NC(=NC1)C)F 4-(4-chloro-2-fluorophenyl)-7-methyl-2-((2s,4r)-2-(2-methyl-5-pyrimidinyl)tetrahydro-2H-pyran-4-yl)pteridine